ClC1=CC=C(C=C1)C=1C(=CC=CC1)C(=O)N1CCC(CC1)NC=1C=C2C=NC(C2=CC1)=O 5-((1-(4'-chloro-[1,1'-biphenyl]-2-carbonyl)piperidin-4-yl)amino)-1-oxoisoindole